(2-(hydroxyimino)ethyl)(isobutyl)phosphinic acid ON=CCP(O)(=O)CC(C)C